C1CCC2=C(C=3CCCC3C=C12)NC(=O)NS(=O)(=O)/C=C/[C@@]1(N(CCC1)C(=O)OC(C)(C)C)C tert-butyl (R,E)-2-(2-(N-((1,2,3,5,6,7-hexahydro-s-indacen-4-yl)carbamoyl)sulfamoyl)vinyl)-2-methylpyrrolidine-1-carboxylate